1-(2,3-epoxypropyl)2,3-epoxycyclohexane C(C1CO1)C1C2C(CCC1)O2